(3aR,7S,9aS,11aR)-1-[(2R)-6-Hydroxy-6-methylhept-2-yl]-3a,6,6,9a,11a-pentamethyl-2,3,3a,5,5a,6,7,8,9,9a,11,11a-Dodecahydro-1H-cyclopenta[1,2-a]phenanthrene-7-ol OC(CCC[C@@H](C)C1CC[C@@]2([C@@]1(CC=C1[C@]3(CC[C@@H](C(C3CC=C21)(C)C)O)C)C)C)(C)C